N2-(2,6-diisopropylphenyl)-N3-(2,4,6-triisopropylphenyl)-pyridine-2,3-diamine C(C)(C)C1=C(C(=CC=C1)C(C)C)NC1=NC=CC=C1NC1=C(C=C(C=C1C(C)C)C(C)C)C(C)C